tert-butyl 4-[5-[3-[3-[[cyclopropyl(methyl)sulfamoyl]amino]-2,6-difluoro-benzoyl]-1H-pyrrolo[2,3-b]pyridin-5-yl]-2-pyridyl]piperazine-1-carboxylate C1(CC1)N(S(=O)(=O)NC=1C(=C(C(=O)C2=CNC3=NC=C(C=C32)C=3C=CC(=NC3)N3CCN(CC3)C(=O)OC(C)(C)C)C(=CC1)F)F)C